NCCC12CCC(CC1)(C2)C(=O)OC methyl 4-(2-aminoethyl)bicyclo[2.2.1]heptane-1-carboxylate